O1CCN(CC1)CCNC(CC=1SC(=CC1)C1=CC(=CC=C1)N1CCOCC1)=O N-(2-morpholinoethyl)-2-(5-(3-morpholinophenyl)thiophen-2-yl)acetamide